1-[3-(N-Boc-amino)propyl]imidazolium butanoate C(CCC)(=O)[O-].C(=O)(OC(C)(C)C)NCCCN1C=[NH+]C=C1